COCCNC(C)=O N-(2-methoxyethyl)acetamide